(R)-2-(2,3-dihydrobenzo[b][1,4]dioxin-2-yl-5,6,7,8-d4)-4,5-dihydro-1H-imidazole O1C2=C(OC[C@H]1C=1NCCN1)C(=C(C(=C2[2H])[2H])[2H])[2H]